5-bromo-2,4-dihydroxybenzoic acid BrC=1C(=CC(=C(C(=O)O)C1)O)O